[Zn].[Cu].[S].F[P-](F)(F)(F)(F)F.CN(C)[C+](N1N=[N+](C2=C1C=CC=C2)[O-])N(C)C 3-[bis(dimethylamino)methyliumyl]-3H-benzotriazol-1-oxide hexafluorophosphate sulfur copper-zinc